ClC=1C2=C(C(=NC1N[C@H]1[C@H](CCCC1)NC(OC(C)(C)C)=O)NC=1C=C(C=CC1)C)C(NC2)=O tert-Butyl (1S,2R)-2-(7-chloro-3-oxo-4-(m-tolylamino)-2,3-dihydro-1H-pyrrolo[3,4-c]pyridin-6-ylamino)cyclohexylcarbamate